ClC1=NC=C(C=N1)[C@H]1[C@@H](C1)C1=CC(=C(C(=C1)F)F)N1CC(CC1)(C)C trans-2-Chloro-5-(2-(3-(3,3-dimethylpyrrolidin-1-yl)-4,5-difluorophenyl)cyclopropyl)pyrimidine